(cis)-4-(4-bromo-2-oxo-2,3-dihydro-1H-1,3-benzodiazol-1-yl)-N-[3-methoxy-5-(trifluoromethyl)phenyl]cyclohexane-1-carboxamide BrC1=CC=CC=2N(C(NC21)=O)[C@H]2CC[C@H](CC2)C(=O)NC2=CC(=CC(=C2)C(F)(F)F)OC